NC1=C(C=C(C=N1)NC(C(=O)N1[C@H](CN([C@@H](C1)C)C(=O)C1(CC1)C(F)(F)F)C1=CC=CC=C1)=O)C N-(6-amino-5-methylpyridin-3-yl)-2-((2S,5R)-5-methyl-2-phenyl-4-(1-(trifluoromethyl)cyclopropanecarbonyl)piperazin-1-yl)-2-oxoacetamide